FC1=C(C=C(C=C1)OC)B(O)O (2-fluoro-5-methoxy-phenyl)boronic acid